methyl-1-[6-(4,4-difluoropiperidin-1-yl)-5-fluoropyridin-3-yl]-1,2,3-triazole-4-carboxylic acid CC1=C(N=NN1C=1C=NC(=C(C1)F)N1CCC(CC1)(F)F)C(=O)O